Aspartyl-Isoleucine N[C@@H](CC(=O)O)C(=O)N[C@@H]([C@@H](C)CC)C(=O)O